C1[C@@H]2CN(CN2C3=C(N1)N=C(NC3=O)N)C4=CC=C(C=C4)C(=O)N[C@@H](CCC(=O)N[C@@H](CCC(=O)N[C@@H](CCC(=O)N[C@@H](CCC(=O)N[C@@H](CCC(=O)N[C@@H](CCC(=O)N[C@@H](CCC(=O)N[C@@H](CCC(=O)O)C(=O)O)C(=O)O)C(=O)O)C(=O)O)C(=O)O)C(=O)O)C(=O)O)C(=O)O The molecule is a macromolecule consisting of (6R)-5,10-methylenetetrahydrofolic acid with an arbitrary number of glutamic acid residues attached as a polypeptide to the single existent one. It derives from a (6R)-5,10-methylenetetrahydrofolic acid.